N,N-dimethyl-furan-2-carboxamide CN(C(=O)C=1OC=CC1)C